tert-butyl {2-[2-(1-oxido-2,3-dihydro-1,4-benzothiazepin-4(5H)-yl)-6-methylquinazolin-4-yl]aminoethyl}carbamate O=S1CCN(CC2=C1C=CC=C2)C2=NC1=CC=C(C=C1C(=N2)NCCNC(OC(C)(C)C)=O)C